5-(5',6'-dihydrospiro[azetidine-3,4'-pyrrolo[1,2-b]pyrazol]-2'-yl)-3-(trifluoromethyl)pyridin-2-amine hydrogen chloride Cl.N=1N2C(=CC1C=1C=C(C(=NC1)N)C(F)(F)F)C1(CC2)CNC1